C(C)(=O)O[C@H]1C[C@@H](SCC)S[C@@H]([C@@H]1OC(C)=O)[C@H](OC(C)=O)COC(C)=O ethyl 3,4,6,7-tetra-O-acetyl-2-deoxy-1,5-dithio-α-D-glucoheptopyranoside